[SiH3]OCCO 2-siloxyethanol